ClC1=NC=2C(=NC(=C(C2)F)C2=C(C=C(C=C2)C(F)(F)F)OC)N1 2-chloro-6-fluoro-5-[2-methoxy-4-(trifluoromethyl)phenyl]-3H-imidazo[4,5-b]pyridine